N1CCC2(CC1)CC1=C(N=CS1)C2 4,6-dihydrospiro[cyclopenta[d]thiazole-5,4'-piperidine]